ClC1=CC=C(C=C1)OC(=O)C1(CC2=C(OC3=C2C=CC=C3)C1)C(=O)[O-] (4-chlorophenyl)-1,3-dihydro-2H-cyclopenta[b]benzofuran-2,2-dicarboxylate